tert-butyl (endo)-5-((3-amino-7-bromo-2-(3-(dimethylamino)azetidin-1-yl)-8-fluoro-6-iodoquinolin-4-yl)amino)-2-azabicyclo[2.1.1]hexane-2-carboxylate NC=1C(=NC2=C(C(=C(C=C2C1NC1C2CN(C1C2)C(=O)OC(C)(C)C)I)Br)F)N2CC(C2)N(C)C